BrC1=CC=C(CONC2=CC=CC=C2)C=C1 (4-bromobenzyloxy)aniline